triacontyl n-docosanoate C(CCCCCCCCCCCCCCCCCCCCC)(=O)OCCCCCCCCCCCCCCCCCCCCCCCCCCCCCC